4-(2-acryloyl-2,6-diazaspiro[3.4]octan-6-yl)-6-(5-methyl-1H-indazol-4-yl)pyrimidine-5-carbonitrile C(C=C)(=O)N1CC2(C1)CN(CC2)C2=NC=NC(=C2C#N)C2=C1C=NNC1=CC=C2C